FC(C1(CC1)CCOC1=NN(C=C1)C1=CC=C(C(=N1)N1C(C[C@@H](C1)C)(C)C)C(=O)NS(=O)(=O)C1=CC=C(C=C1)[Ge](C)(C)C)(F)F 6-[3-[2-[1-(Trifluoromethyl)Cyclopropyl]Ethoxy]Pyrazol-1-yl]-N-(4-trimethylgermylphenyl)Sulfonyl-2-[(4S)-2,2,4-trimethylpyrrolidin-1-yl]Pyridine-3-carboxamide